ClC1=CC=C(C=C1)C=1N=CN(C1C1=CC=NC=C1)CC(=O)N1CC2(C1)CCN(CC2)C(=O)OC(C)(C)C tert-butyl 2-{2-[4-(4-chlorophenyl)-5-(pyridin-4-yl)-1H-imidazol-1-yl]acetyl}-2,7-diazaspiro[3.5]nonane-7-carboxylate